(2Z)-4-[(2S)-2-{8-amino-1-[4-(2-pyridinylcarbamoyl)phenyl]imidazo[1,5-a]pyrazin-3-yl}-1-pyrrolidinyl]-4-oxo-2-butenoic acid NC=1C=2N(C=CN1)C(=NC2C2=CC=C(C=C2)C(NC2=NC=CC=C2)=O)[C@H]2N(CCC2)C(\C=C/C(=O)O)=O